(17β)-3-(phenylmethoxy)-estra-1,3,5(10)-trien-15,16,17-triol C1(=CC=CC=C1)COC1=CC=2CC[C@H]3[C@@H]4C(C([C@@H]([C@@]4(C)CC[C@@H]3C2C=C1)O)O)O